C(\C=C\C)(=O)N1CC(C1)(C1=C(C(=CC=C1)Cl)Cl)NC1=CC=C2C(C(NC2=C1)=O)(C)C (E)-6-((1-(But-2-enoyl)-3-(2,3-dichlorophenyl)azetidin-3-yl)amino)-3,3-dimethylindolin-2-one